N-(5-(1-benzyl-4-methylpiperidin-4-yl)pyridin-2-yl)cyclopropanecarboxamide C(C1=CC=CC=C1)N1CCC(CC1)(C)C=1C=CC(=NC1)NC(=O)C1CC1